N[C@H](CO)CC1=CC=C(C=C1)Br (S)-2-Amino-3-(4-bromophenyl)propan-1-ol